Cl.NCC1CCN(CC1)CC(=O)C1=CC=C(C=C1)F 2-(4-(aminomethyl)piperidin-1-yl)-1-(4-fluorophenyl)ethan-1-one, hydrochloride salt